9H-fluoren-3-ol C1=CC(=CC=2C3=CC=CC=C3CC12)O